Tert-butyl N-[[1-[4-[1-(2,6-dioxo-3-piperidyl)-3-methyl-2-oxo-benzimidazol-4-yl]but-3-ynyl]-4-piperidyl]methyl]-N-methyl-carbamate O=C1NC(CCC1N1C(N(C2=C1C=CC=C2C#CCCN2CCC(CC2)CN(C(OC(C)(C)C)=O)C)C)=O)=O